6-(4-((1H-indazol-5-yl)amino)-pyrimidin-2-yl)-N-(1H-pyrazol-4-yl)-1H-indole-2-carboxamide N1N=CC2=CC(=CC=C12)NC1=NC(=NC=C1)C1=CC=C2C=C(NC2=C1)C(=O)NC=1C=NNC1